3-[5-chloro-3-methyl-4-[4-(methylamino)-1-piperidinyl]-2-oxo-benzimidazol-1-yl]Piperidine ClC1=C(C2=C(N(C(N2C)=O)C2CNCCC2)C=C1)N1CCC(CC1)NC